6-((1S,2S)-2-(1H-Pyrazol-1-yl)cyclobutyl)-4-oxo-1-((S)-1-(tetrahydro-2H-pyran-4-yl)ethyl)-4,5-dihydro-1H-pyrazolo[3,4-d]pyrimidin-3-carbonitril N1(N=CC=C1)[C@@H]1[C@H](CC1)C=1NC(C2=C(N1)N(N=C2C#N)[C@@H](C)C2CCOCC2)=O